Ethyl (R,E)-3-(1-cyclobutylpyrrolidin-2-yl)acrylate C1(CCC1)N1[C@H](CCC1)/C=C/C(=O)OCC